C(CCC)[Sn](CCC[CH2+])(C1=CN=NC=C1)CCCC 4-(dibutyl(pyridazin-4-yl)stannyl)butan-1-ylium